C(C)OCCN 2-Ethoxyethylamin